ClC=1C(=C(C=CC1)CNC([C@H](CCSC)NC(CN1N=C(C2=CC=CC=C12)C(=O)N)=O)=O)F (S)-1-(2-((1-((3-chloro-2-fluorophenylmethyl)amino)-4-(methylthio)-1-oxobutan-2-yl)amino)-2-oxoethyl)-1H-indazole-3-carboxamide